N(C(C(=O)[O-])CC(=O)[O-])C(C(=O)[O-])CC(=O)[O-].[Ca+2].N(C(C(=O)O)CC(=O)O)C(C(=O)O)CC(=O)O.[Fe+2] ferrous iminodisuccinate calcium iminodisuccinate